FC1=C(C(=C(C(=C1C1=C2C=CC(C(=C3C=CC(=C(C=4C=CC(=C(C5=CC=C1N5)C5=C(C(=C(C(=C5F)F)F)F)F)N4)C4=C(C(=C(C(=C4F)F)F)F)F)N3)C3=C(C(=C(C(=C3F)F)F)F)F)=N2)F)F)F)F.[Cu] copper tetrakis(pentafluorophenyl)porphyrin